2-Methyl-5-(3-methoxyphenyl)-N-(3-(2-(pyrrolidin-1-yl)propyl)-1,2,4-thiadiazol-5-yl)Thiophene-3-carboxamide CC=1SC(=CC1C(=O)NC1=NC(=NS1)CC(C)N1CCCC1)C1=CC(=CC=C1)OC